[O-]S(=O)(=O)C(F)(F)F.C(CCC)[NH+]1C(=CC=C1)CC 1-Butyl-2-ethylpyrrolium triflat